(2R)-2-hydroxy-2-phenyl-1-{5-[3-(trifluoromethyl)benzenesulfonyl]-1H,2H,3H,4H,5H,6H-pyrrolo[3,4-c]pyrrol-2-yl}ethan-1-one O[C@@H](C(=O)N1CC=2CN(CC2C1)S(=O)(=O)C1=CC(=CC=C1)C(F)(F)F)C1=CC=CC=C1